NC1(CC(C1)C(=O)OC(C)(C)C)C(C)(C)O cis-tert-Butyl 3-amino-3-(1-hydroxy-1-methyl-ethyl)cyclobutanecarboxylate